(R)-2-amino-3-((3,4-bis(benzyloxy)benzyl)amino)propionic acid N[C@@H](C(=O)O)CNCC1=CC(=C(C=C1)OCC1=CC=CC=C1)OCC1=CC=CC=C1